C1(=CC=C(C=C1)CCC=1C=C(SC1C)C)C1=CC=CC=C1 4-(2-([1,1'-biphenyl]-4-yl)ethyl)-2,5-dimethylthiophene